ClC1=C(C(=CC(=C1)OCOC)B1OC(C(O1)(C)C)(C)C)CCCCC(=O)OC methyl 5-(2-chloro-4-(methoxymethoxy)-6-(4,4,5,5-tetramethyl-1,3,2-dioxaborolan-2-yl)phenyl)pentanoate